FC1=CC=C(C=C1)NC=1SC2=C(N1)CC[C@@]1([C@H]3CC[C@]4([C@H]([C@@H]3CC=C12)CC[C@@H]4O)C)C (5aR,5bS,7aS,8S,10aS,10bR)-2-((4-fluorophenyl)amino)-5a,7a-dimethyl-5,5a,5b,6,7,7a,8,9,10,10a,10b,11-dodecahydro-4H-cyclopenta[7,8]phenanthro[2,1-d]thiazol-8-ol